C(C=C)(=O)N1CC(C1)C=1OC2C(C1NC(=O)N)C=C(C=C2)C2=C1C=NNC1=CC=C2C 1-(2-(1-acryloylazetidin-3-yl)-5-(5-methyl-1H-indazol-4-yl)-3a,7a-dihydrobenzofuran-3-yl)urea